2-[2-(2-carboxyethoxy)ethoxy]ethyl-trimethyl-ammonium C(=O)(O)CCOCCOCC[N+](C)(C)C